O=C(CN1C(COCC1)=O)C1=CC=C(C=C1)C 4-(2-oxo-2-(4-methylphenyl)ethyl)morpholin-3-one